rac-tert-butyl 2-(acetoxy((4R,5R)-7-ethyl-4-(4-fluorophenyl)-6-oxo-1-phenyl-5-(3-(trifluoromethyl)benzamido)-4,5,6,7-tetrahydro-1H-pyrazolo[3,4-b]pyridin-3-yl)methyl)acrylate C(C)(=O)O[C@H](C(C(=O)OC(C)(C)C)=C)C1=NN(C=2N(C([C@@H]([C@@H](C21)C2=CC=C(C=C2)F)NC(C2=CC(=CC=C2)C(F)(F)F)=O)=O)CC)C2=CC=CC=C2 |&1:4|